C(C)OC(C(=CC(C(C)C)N(C([C@@H](N)C(C)(C)C)=O)C)C)=O 2,5-dimethyl-4-[methyl-(3-methyl-L-valyl)amino]hex-2-enoic acid ethyl ester